CC(C)(C)P(C(C)C)C(C)C methyl-tri-isopropylphosphine